C(C)C1=C(C=CC=C1)O 2-ethylphenol